ClC1=CC=C(C=C1)C1=N[C@H](C=2N(C3=C1C=C(C=C3)OC)C(=NN2)C)CC(=O)NCCNC(/C=C/C2=CC=C(C=C2)B(O)O)=O (4-((E)-3-((2-(2-((4S)-6-(4-chlorophenyl)-8-methoxy-1-methyl-4H-benzo[f][1,2,4]triazolo[4,3-a][1,4]diazepin-4-yl)acetamido)ethyl)amino)-3-oxoprop-1-en-1-yl)phenyl)boronic acid